octafluoroiron F[Fe](F)(F)(F)(F)(F)(F)F